(S)-7-fluoro-4-(4,4,5,5-tetramethyl-1,3,2-dioxaborolan-2-yl)-5-(trifluoromethyl)-2-((2-(trifluoromethyl)pyrrolidin-1-yl)sulfonyl)-1H-indole FC=1C=C(C(=C2C=C(NC12)S(=O)(=O)N1[C@@H](CCC1)C(F)(F)F)B1OC(C(O1)(C)C)(C)C)C(F)(F)F